tert-butyl (S)-(1-(5-(3-fluoro-4-(1-(2-methoxy-2-methylpropyl)piperidin-4-yl)phenyl)-3-methylthiophene-2-carbonyl)pyrrolidin-3-yl)carbamate FC=1C=C(C=CC1C1CCN(CC1)CC(C)(C)OC)C1=CC(=C(S1)C(=O)N1C[C@H](CC1)NC(OC(C)(C)C)=O)C